(S)-N-(4-AMINO-3,4-DIOXO-1-PHENYLBUTAN-2-YL)-1-(6-METHOXYBENZO[D]THIAZOL-2-YL)-3-METHYL-1H-PYRAZOLE-5-CARBOXAMIDE NC(C([C@H](CC1=CC=CC=C1)NC(=O)C1=CC(=NN1C=1SC2=C(N1)C=CC(=C2)OC)C)=O)=O